FC(C(=O)NC1=CC=CC=C1)(C1=C2C=C(NC2=CC=C1)C)F 2,2-difluoro-2-(2-methyl-1H-indol-4-yl)-N-phenylacetamide